(3S,4R)-4-(2,6-difluoro-4-methoxyphenyl)-3-{[5-(4,4-difluorocyclohexyl)-1,3,4-oxadiazol-2-yl]amino}pyrrolidin-2-one FC1=C(C(=CC(=C1)OC)F)[C@H]1[C@@H](C(NC1)=O)NC=1OC(=NN1)C1CCC(CC1)(F)F